FC([C@@H]1[C@H]([C@H]([C@@H](C1)N1C=CC2=C1N=CN=C2C)O)O)C2=CC=C(C=C2)F (1S,2R,3S,5R)-3-[fluoro(4-fluorophenyl)methyl]-5-(4-methyl-7H-pyrrolo[2,3-d]pyrimidin-7-yl)cyclopentane-1,2-diol